OC(C(=O)[O-])=C.[Na+] sodium hydroxy-acrylate